6-((4-Aminophenyl)amino)-1-cyclopentyl-3-methyl-1,3-dihydro-2H-imidazo[4,5-c]pyridin-2-one NC1=CC=C(C=C1)NC1=CC2=C(C=N1)N(C(N2C2CCCC2)=O)C